tert-butyl ((8-bromo-3-methyl-4-oxo-4H-pyrido[1,2-a]pyrimidin-2-yl) methyl)(2-hydroxyethyl)carbamate BrC1=CC=2N(C(C(=C(N2)CN(C(OC(C)(C)C)=O)CCO)C)=O)C=C1